7-(heptanoyl)amino-4-(isopropyl)aminocyclohepta[7,6-b]indole hydrobromide Br.C(CCCCCC)(=O)NC1=CC2=NC3=C(C=CC=C3C2=CC=C1)NC(C)C